C(CC\C=C\CCCCCC=C)O (4E)-dodeca-4,11-dien-1-ol